2-((5-(4-(((2R,3S)-3-((tert-butoxycarbonyl)amino)piperidin-2-yl)methoxy)cyclohex-1-en-1-yl)-1-((2-(trimethylsilyl)ethoxy)methyl)-1H-indazol-6-yl)oxy)acetic acid C(C)(C)(C)OC(=O)N[C@@H]1[C@@H](NCCC1)COC1CC=C(CC1)C=1C=C2C=NN(C2=CC1OCC(=O)O)COCC[Si](C)(C)C